O[C@@H]1[C@H]2N([C@@H]2[C@@H]([C@H]([C@@H]1O)O)CO)CCCCCCCCN=[N+]=[N-] (1S,2R,3S,4R,5R,6R)-2,3,4-trihydroxy-5-(hydroxymethyl)-7-(8-azidooctyl)-7-aza-bicyclo[4.1.0]heptane